ClC=1C=C2C(=CC1Cl)NC([C@]21CN(CC1)C(=O)C1=CC(N(C=C1)C)=O)=O (S)-5,6-dichloro-1'-(1-methyl-2-oxo-1,2-dihydropyridine-4-carbonyl)spiro[indoline-3,3'-pyrrolidin]-2-one